C(C)OC(=O)C1=C(C(=CC=C1)F)C=1C(=CC2=C(N(C(N=C2N2[C@H](CN(CC2)C(=O)OC(C)(C)C)C)=O)C=2C(=NC=CC2C)C(C)C)N1)F tert-butyl (3S)-4-(7-(2-(ethoxycarbonyl)-6-fluorophenyl)-6-fluoro-1-(2-isopropyl-4-methylpyridin-3-yl)-2-oxo-1,2-dihydropyrido[2,3-d]pyrimidin-4-yl)-3-methylpiperazine-1-carboxylate